4-Bromo-5-(difluoromethoxy)-N,N-bis(4-methoxybenzyl)-6-methylpyridin-2-amine BrC1=CC(=NC(=C1OC(F)F)C)N(CC1=CC=C(C=C1)OC)CC1=CC=C(C=C1)OC